OC1=C(C=CC(=C1)OCCOCCOC)C=1SC[C@H](N1)[C@H]1SC[C@@H](N1C)C(=O)O (2R,4S)-2-((S)-2-(2-hydroxy-4-(2-(2-methoxyethoxy)ethoxy)phenyl)-4,5-dihydrothiazol-4-yl)-3-methylthiazolidine-4-carboxylic acid